C(CC=CCCCCC=CCC=CCC=CCC)(=O)O 3,9,12,15-octadecatetraenoic acid